6-(1-(4-fluorophenyl)ethyl)-N-isopropyl-N,3-dimethyl-5-((2-(pyrrolidin-1-yl)ethyl)amino)pyrazine-2-carboxamide FC1=CC=C(C=C1)C(C)C1=C(N=C(C(=N1)C(=O)N(C)C(C)C)C)NCCN1CCCC1